3-(4-chlorophenyl)-4-fluoro-3-methoxy-2,3-dihydro-1H-isoindol-1-one ClC1=CC=C(C=C1)C1(NC(C2=CC=CC(=C12)F)=O)OC